NC=1C=C(C=C(C1)C(F)(F)F)[C@@H](C)NC1=NC(=NC2=CC(=C(C=C12)Br)NC(C)C)C (R)-N4-(1-(3-amino-5-(trifluoromethyl)phenyl)ethyl)-6-bromo-N7-isopropyl-2-methyl-quinazoline-4,7-diamine